Cl.Cl.N[C@]1([C@@H](CC[C@H](C1)CCB(O)O)CN1CCCC1)C(=O)O (1R,2S,5R)-1-amino-5-(2-boronoethyl)-2-(pyrrolidin-1-ylmethyl)cyclohexane-1-carboxylic acid dihydrochloride